NC=1N=C(C2=C(N1)\C(\N(C2=O)C2CC2)=C/C2=CC=CC=C2)C2=NN(C=C2)C (E)-2-amino-6-cyclopropyl-4-(1-methyl-1H-pyrazol-3-yl)-7-phenylmethylene-6,7-dihydro-5H-pyrrolo[3,4-d]pyrimidin-5-one